FC1(CCN(CC1)C1=NC(=CC(=N1)N1N=CC=N1)C)F 2-(2-(4,4-difluoropiperidin-1-yl)-6-methylpyrimidin-4-yl)-2H-1,2,3-triazole